C(COCC(=O)O)(=O)O.C1(=CC(O)=CC(O)=C1)C=CC1=CC=C(O)C=C1 resveratrol diglycolate